Tert-butyl N-[[1-[[4-[[2-(hydroxycarbamoyl)-4-methyl-pentanoyl]amino]phenyl]methyl]triazol-4-yl]methyl]carbamate ONC(=O)C(C(=O)NC1=CC=C(C=C1)CN1N=NC(=C1)CNC(OC(C)(C)C)=O)CC(C)C